The molecule is an acyl-CoA resulting from the formal condensation of the thiol group of coenzyme A with the 1-carboxy group of trans-2-dodecenedioic acid. It derives from a traumatic acid. It is a conjugate acid of a trans-2-dodecenedioyl-CoA(5-). CC(C)(COP(=O)(O)OP(=O)(O)OC[C@@H]1[C@H]([C@H]([C@@H](O1)N2C=NC3=C(N=CN=C32)N)O)OP(=O)(O)O)[C@H](C(=O)NCCC(=O)NCCSC(=O)/C=C/CCCCCCCCC(=O)O)O